4-hydroxy-2-methyl-5-pyridin-3-ylpyridine-3-carboxamide OC1=C(C(=NC=C1C=1C=NC=CC1)C)C(=O)N